ClC1=CC(=C2C(=N1)N(C(=N2)C)C[C@H]2OCCC2)N2[C@H](CN([C@@H](C2)C)C(C2=CC=C(C=C2)C(F)(F)F)C2CC(C2)(F)F)C 5-Chloro-7-((2S,5R)-4-((3,3-difluorocyclobutyl)(4-(trifluoromethyl)phenyl)methyl)-2,5-dimethylpiperazin-1-yl)-2-methyl-3-(((S)-tetrahydrofuran-2-yl)methyl)-3H-imidazo[4,5-b]pyridine